(2-((2-aminoethyl)(methyl)amino)ethyl)carbamic acid tert-butyl ester C(C)(C)(C)OC(NCCN(C)CCN)=O